FC1(CN(CC1)C1=NC=CC(=C1NC(=O)N1CC2(C1)CCC(CC2)OC)C2=C(C=CC=C2)F)F N-(2-(3,3-difluoropyrrolidin-1-yl)-4-(2-fluoro-phenyl)pyridin-3-yl)-7-methoxy-2-azaspiro[3.5]nonane-2-carboxamide